2-bromo-3-(bromomethyl)pyridine, hydrochloride Cl.BrC1=NC=CC=C1CBr